5-(((trans-3-(3-cyclopropyl-4-(7-(1-methylazetidin-3-yl)quinoxalin-2-yl)-1H-pyrazol-1-yl)cyclobutyl)methyl)amino)-2-(2,6-dioxopiperidin-3-yl)isoindoline-1,3-dione C1(CC1)C1=NN(C=C1C1=NC2=CC(=CC=C2N=C1)C1CN(C1)C)[C@@H]1C[C@H](C1)CNC=1C=C2C(N(C(C2=CC1)=O)C1C(NC(CC1)=O)=O)=O